5-(N-(tert-Butyldimethylsilyl)sulfamoyl)thiophene-3-carboxylic acid [Si](C)(C)(C(C)(C)C)NS(=O)(=O)C1=CC(=CS1)C(=O)O